rac-(3S)-6-(3,4-Dimethylphenyl)-3-methyl-2,3,4,5-tetrahydropyridine CC=1C=C(C=CC1C)C=1CC[C@@H](CN1)C |r|